C1C(CC12CNCC2)OC2=NC=CC(=C2)[C@H]2CCC1=C(N2)N2C(=N1)CCC2C2=CC=CC=C2 (R)-2-(2-(6-azaspiro[3.4]octan-2-yloxy)pyridin-4-yl)-8-phenyl-7,8-dihydro-6H-pyrrolo[2',1':2,3]imidazo[4,5-b]piperidine